N[C@H]1CN(CCC1)C1=NC=C(C=N1)NC1=CC=C(C=C1)C=1NC2=NC=NC(=C2C1)N1CCOCC1 2-[(R)-3-amino-1-piperidyl]-5-[p-(4-morpholino-1H-1,5,7-triazainden-2-yl)phenylamino]pyrimidine